methyl 3-cyclobutyl-1-((3,3-difluoro-1-methylcyclobutyl)methyl)-4-iodo-1H-pyrazole-5-carboxylate C1(CCC1)C1=NN(C(=C1I)C(=O)OC)CC1(CC(C1)(F)F)C